(4-bromo-2-isopropoxy-phenyl)-morpholino-methanone BrC1=CC(=C(C=C1)C(=O)N1CCOCC1)OC(C)C